5'-(3,4-dimethoxyphenyl)-3-fluoro-2,3'-bipyridine COC=1C=C(C=CC1OC)C=1C=C(C=NC1)C1=NC=CC=C1F